O1COC2=C1C=CC=C2 BENZODIOXOLE